C(#N)C(C)(C)NC(=O)C1=NC=CC(=C1)N1C(C=CC=C1)OC1=CC=CC=C1 N-[2-[(1-Cyano-1-methylethyl)carbamoyl]-4-pyridyl]-2-phenoxypyridin